C(C)OC1=C(NC2=NNC3=CC(=CC=C23)C2CC23C(NC2=CC=C(C=C32)OC)=O)C=C(C=C1)C=1SC=CN1 2-{3-[2-ethoxy-5-(1,3-thiazol-2-yl)anilino]-1H-indazol-6-yl}-5'-methoxyspiro[cyclopropane-1,3'-indol]-2'(1'H)-one